3-(propan-2-yl)-1-benzofuran-2-carbaldehyde CC(C)C1=C(OC2=C1C=CC=C2)C=O